ClC1=CC(=C(C=C1Cl)C(NS(=O)C(C)(C)C)C1CCN(CC1)C(C(C)C)=O)O N-((4,5-dichloro-2-hydroxyphenyl)(1-isobutyrylpiperidin-4-yl)methyl)-2-methylpropane-2-sulfinamide